(2S)-2-cyclohexyl-2-(9H-fluoren-9-yl-methoxycarbonyl-amino)acetic acid C1(CCCCC1)[C@@H](C(=O)O)N(C(=O)OC)C1C2=CC=CC=C2C=2C=CC=CC12